C(C)(C)C1=C(OCC2=CNC(O2)=O)C=C(C=C1)C(C)C 5-[(2,5-diisopropylphenoxy)methyl]oxazol-2(3H)-one